CN1N=C(C=C1)C=1C=C(C=CC1)C1(C=C(N=C(N1)N1CCOCC1)NC=1C=NC=CC1)S(=O)C 6-(3-(1-methyl-1H-pyrazol-3-yl)phenyl)-6-(methylsulfinyl)-2-morpholino-N-(pyridin-3-yl)pyrimidin-4-amine